3-Hydroxy-3-(3-(2-(1-(phenylsulfonyl)-1H-pyrrolo[2,3-b]pyridin-3-yl)thiazol-4-yl)phenyl)-1,3-dihydro-2H-pyrrolo[3,2-d]pyridin-2-one OC1(C(NC2=C1C=CN=C2)=O)C2=CC(=CC=C2)C=2N=C(SC2)C2=CN(C1=NC=CC=C12)S(=O)(=O)C1=CC=CC=C1